C(C)OC(CC=1C=NC(=NC1)N1CCC2(CN(C2)C(=O)OCCCC)CC1)=O butyl 7-(5-(2-ethoxy-2-oxoethyl)pyrimidin-2-yl)-2,7-diazaspiro[3.5]nonane-2-carboxylate